N-(3-fluoro-2-nitrophenyl)-6-methylpyridin-3-amine FC=1C(=C(C=CC1)NC=1C=NC(=CC1)C)[N+](=O)[O-]